3-((4-((2,2-difluoroethyl)thio)-6-fluoro-1H-indol-5-yl)oxy)benzonitrile FC(CSC1=C2C=CNC2=CC(=C1OC=1C=C(C#N)C=CC1)F)F